4-(3,5-dichlorophenyl)-1-(4-(imidazo[1,2-a]pyridin-6-yl)-5-(isopropylthio)thiazol-2-yl)-3-methyl-1H-pyrazole-5-carboxylic acid ClC=1C=C(C=C(C1)Cl)C=1C(=NN(C1C(=O)O)C=1SC(=C(N1)C=1C=CC=2N(C1)C=CN2)SC(C)C)C